C(C)O[Si](CCCN1N=C2C(=N1)C=CC=C2)(OCC)OCC 2-[3-(triethoxysilyl)propyl]-2H-benzotriazole